[Br-].CN1C=NC=C1 n-methylimidazole Bromide